S1(C=CC=C1)=O thiophenon